C(C1=CC=CC=C1)N1\C(\C2=CC=C(C=C2C1=O)C(F)(F)F)=C(\C(=O)OC)/C1=CC=CC=C1 Methyl (E)-2-(2-benzyl-3-oxo-5-(trifluoromethyl)isoindolin-1-ylidene)-2-phenylacetate